ClC1=NC=C(C=C1[N+](=O)[O-])[N+](=O)[O-] 2-chloro-3,5-dinitro-pyridine